1-[3-(2,2-dimethoxyethoxy)phenyl]-3-[(4-methoxyphenyl)methyl]-1,3-diazinane-2,4-dione COC(COC=1C=C(C=CC1)N1C(N(C(CC1)=O)CC1=CC=C(C=C1)OC)=O)OC